CC=1N(N=C2C(=NN=C(C21)C)N2CCC(CC2)C(=O)NCCCN(C)C)C2=CSC=C2 1-(3,4-dimethyl-2-(thiophen-3-yl)-2H-pyrazolo[3,4-d]pyridazin-7-yl)-N-(3-(dimethylamino)propyl)piperidine-4-carboxamide